5-(5,6-Dihydro-4H-pyrrolo[1,2-b]pyrazol-3-yl)-1-(2-((1R,3S,4S)-3-((6-methylpyridin-2-yl)carbamoyl)-2-azabicyclo[2.2.1]heptan-2-yl)-2-oxoethyl)-1H-indole-3-carboxamide N=1N2C(=C(C1)C=1C=C3C(=CN(C3=CC1)CC(=O)N1[C@@H]3CC[C@H]([C@H]1C(NC1=NC(=CC=C1)C)=O)C3)C(=O)N)CCC2